tert-butyl 3-(2-((tert-butyldimethylsilyl)oxy)-1-((tert-butylsulfinyl)amino)ethyl)-3-fluoroazetidine-1-carboxylate [Si](C)(C)(C(C)(C)C)OCC(NS(=O)C(C)(C)C)C1(CN(C1)C(=O)OC(C)(C)C)F